4-((23-amino-3,6,9,12,15,18,21-heptaoxatricosyl)amino)-2-(2,6-dioxopiperidin-3-yl)isoindoline-1,3-dione NCCOCCOCCOCCOCCOCCOCCOCCNC1=C2C(N(C(C2=CC=C1)=O)C1C(NC(CC1)=O)=O)=O